C(CC)C(C(=O)[O-])(CCCCCCCC)CCC.[Nd+3].C(CC)C(C(=O)[O-])(CCCCCCCC)CCC.C(CC)C(C(=O)[O-])(CCCCCCCC)CCC neodymium 2,2-dipropyldecanoate